6-(nitromethyl)-3,6-dihydro-2H-pyran-3-ol [N+](=O)([O-])CC1C=CC(CO1)O